O=CCCC1=CC=C(CN2CCN3N=C(C(=C32)C(=O)N[C@@H](C)C3=CC=C(C(=O)OC)C=C3)C(F)(F)F)C=C1 Methyl (S)-4-(1-(1-(4-(3-oxopropyl)benzyl)-6-(trifluoromethyl)-2,3-dihydro-1H-imidazo[1,2-b]pyrazole-7-carboxamido)ethyl)benzoate